3-(2-morpholinoethyl)carbodiimide O1CCN(CC1)CCN=C=N